(R)-2-amino-5-(2-((4-amino-7-chloro-1H-imidazo[4,5-c]pyridin-1-yl)methyl)-3,5-dichlorophenoxy)pentanamid N[C@@H](C(=O)N)CCCOC1=C(C(=CC(=C1)Cl)Cl)CN1C=NC=2C(=NC=C(C21)Cl)N